(6-((5-(trifluoromethyl)pyrazin-2-yl)oxy)-2-azabicyclo[2.2.1]heptan-2-yl)methanone FC(C=1N=CC(=NC1)OC1CC2CN(C1C2)C=O)(F)F